N-((5-(5-(difluoromethyl)-1,3,4-oxadiazol-2-yl)pyridin-2-yl)methyl)-N-(3-fluorophenyl)-1-iminothiomorpholin-4-sulfonamide 1-oxide FC(C1=NN=C(O1)C=1C=CC(=NC1)CN(S(=O)(=O)N1CCS(CC1)(=N)=O)C1=CC(=CC=C1)F)F